FC1=C(C=CC(=C1)F)N1C[C@@H]2N(CC3=C(C=C4C=C(C(=NC4=C3)OC)CC)OCC2)CC1 (R)-3-(2,4-difluorophenyl)-10-ethyl-11-methoxy-2,3,4,4a,5,6-hexahydro-1H,14H-pyrazino[1',2':5,6][1,5]oxazocino[2,3-g]quinoline